C(C)(=O)[C@]1(CC[C@H]2[C@@H]3C=C(C4=CC([C@@H]5C[C@@H]5[C@@]4([C@H]3CC[C@]12C)C)=O)Cl)O (1S,2S,3S,5R,11R,12S,15R,16S)-15-acetyl-9-chloro-15-hydroxy-2,16-dimethylpentacyclo[9.7.0.02,8.03,5.012,16]octadeca-7,9-dien-6-one